ClC1=CC=C(C=C1)C1C2=C(C3=CN(C(C=C3C(O1)CC(=O)NCC)=O)C)C=CC(=C2)OC 2-(7-(4-chlorophenyl)9-methoxy-2-methyl-3-oxo-2,3,5,7-tetrahydrobenzo[5,6]oxepino[4,3-c]pyridin-5-yl)-N-ethylacetamide